ClC=1C(=NC=C(C1)F)CC1CC2(CN(C2)C(=O)N2C[C@H]3[C@H](OCC(N3)=O)CC2)C1 (4aS,8aR)-6-[6-[(3-chloro-5-fluoro-2-pyridyl)methyl]-2-azaspiro[3.3]heptane-2-carbonyl]-4,4a,5,7,8,8a-hexahydropyrido[4,3-b][1,4]oxazin-3-one